(Z)-2-(1-isopropyl-5-methyl-1H-benzo[d]imidazol-2-yl)-1-(4-methoxyphenyl)vinyl 4-methoxybenzoate COC1=CC=C(C(=O)O\C(=C/C2=NC3=C(N2C(C)C)C=CC(=C3)C)\C3=CC=C(C=C3)OC)C=C1